ClC=1C(=NC=CC1)C(=O)N 3-chloro-2-pyridine-carboxamide